6-(dimethylamino)-4-[(methylamino)methyl]-2-(6-{4-[(3ξ)-1,1,1-trifluoropentan-3-yl]-4H-1,2,4-triazol-3-yl}pyridin-2-yl)-2,3-dihydro-1H-pyrrolo[3,4-c]pyridin-1-one CN(C1=CC2=C(C(=N1)CNC)CN(C2=O)C2=NC(=CC=C2)C2=NN=CN2C(CC(F)(F)F)CC)C